CN1[C@@H](CCC1)C1(CC1)O (S)-1-(1-methylpyrrolidin-2-yl)cyclopropylalcohol